anthracenyl-trihydroxysilane C1(=CC=CC2=CC3=CC=CC=C3C=C12)[Si](O)(O)O